BrC1=C(C=CC=C1)P(C1=CC=CC=C1)C1=CC=CC=C1 2-Bromo-phenyldiphenylphosphine